(S)-4-(3-(6-bromo-7-((1-(ethylsulfonyl)pyrrolidine-3-yl)amino)-3H-imidazo[4,5-b]pyridine-2-yl)-2,5-dimethyl-1H-pyrrol-1-yl)-N-(2-(dimethylamino)ethyl)-N-methylbenzamide BrC=1C(=C2C(=NC1)NC(=N2)C2=C(N(C(=C2)C)C2=CC=C(C(=O)N(C)CCN(C)C)C=C2)C)N[C@@H]2CN(CC2)S(=O)(=O)CC